CN1C=NC=C1[Sn](CCCC)(CCCC)CCCC 1-methyl-5-(tributylstannyl)-1H-imidazole